(((2-azidobenzyl)oxy)carbonyl)amino-5-(methyldisulfanyl)hexanoic acid N(=[N+]=[N-])C1=C(COC(=O)NC(C(=O)O)CCC(C)SSC)C=CC=C1